2''-bromo-5''-chloro-4''-fluorodispiro[[1,3]dioxolane-2,1'-cyclohexane-4',1''-indene] BrC=1C2(C3=CC=C(C(=C3C1)F)Cl)CCC1(CC2)OCCO1